2-[2'-hydroxy-3',5'-bis(α,α-dimethylbenzyl)phenyl]benzotriazole tert-butyl-(2S,3S)-2-[(3-hydroxyphenyl)methyl]-3-[(methanesulfonyl)amino]pyrrolidine-1-carboxylate C(C)(C)(C)OC(=O)N1[C@H]([C@H](CC1)NS(=O)(=O)C)CC1=CC(=CC=C1)O.OC1=C(C(C)(C)C=2C=C(C=C(C2)N2N=C3C(=N2)C=CC=C3)C(C3=CC=CC=C3)(C)C)C=CC=C1